3-methyl-1-vinylimidazolium methyl-sulfate COS(=O)(=O)[O-].C[N+]1=CN(C=C1)C=C